BrC1=C(C(=C(C(=O)Cl)C=C1F)F)Cl 4-bromo-3-chloro-2,5-difluoro-benzoyl chloride